[1-(3-Chloropyrazin-2-yl)ethyl]-3,5-bis(trifluoromethyl)benzamide ethyl-(NE)-N-ethoxycarbonyliminocarbamate C(C)OC(/N=N/C(=O)OCC)=O.ClC=1C(=NC=CN1)C(C)C1=C(C(=O)N)C=C(C=C1C(F)(F)F)C(F)(F)F